C(CCCCC)C1=C(C=CC=C1)OC(OC1=C(C=CC=C1)CCCCCC)=O di-(n-hexylphenyl)carbonate